FC=1C=C(C=NC1OC)C1=CC=2N(C=C1)N=C(C2)NC(=O)NCCOC=2C=NC=CC2 1-(5-(5-fluoro-6-methoxypyridin-3-yl)pyrazolo[1,5-A]pyridin-2-yl)-3-(2-(pyridin-3-yloxy)ethyl)urea